CC1=CC=CC(=N1)C1=C(C=NN1)C1=CC=NC2=CC=CC=C12 4-[5-(6-methylpyridin-2-yl)-1H-pyrazol-4-yl]quinoline